N(=C=O)C=1C=C(C=CC1C)N1C(N(C(N(C1=O)C1=CC(=C(C=C1)C)N=C=O)=O)C1=CC(=C(C=C1)C)N=C=O)=O 1,3,5-tris(3-isocyanato-4-methylphenyl)-1,3,5-triazine-2,4,6(1H,3H)-trione